(E)-2-(4-(6-chloro-7-(2-fluorophenyl)quinazolin-4-yl)piperazine-1-carbonyl)-5-hydroxy-4,4-dimethyl-pent-2-enenitrile ClC=1C=C2C(=NC=NC2=CC1C1=C(C=CC=C1)F)N1CCN(CC1)C(=O)\C(\C#N)=C\C(CO)(C)C